FC=1C(=CC(=NC1)OC)C1=CC(=NN1)C(=O)N1C2(CC2)CC(CC1)C(=O)NC1CCC(CC1)N1CCOCC1 4-(5-(5-fluoro-2-methoxypyridin-4-yl)-1H-pyrazole-3-carbonyl)-N-((1r,4R)-4-morpholinocyclohexyl)-4-azaspiro[2.5]octane-7-carboxamide